C(C1=CC=CC=C1)OC1=CC=2CN(N3C(C2C2=C1OCC2)=CC(C(=C3)C(=O)OCC)=O)C(C)C Ethyl 4-(benzyloxy)-7-isopropyl-11-oxo-2,6,7,11-tetrahydro-1H-furo[2,3-H]pyrido[2,1-a]phthalazine-10-carboxylate